6-((1r,4r)-4-(3-fluoro-5-(trifluoromethyl)pyridin-2-yl)cyclohexyl)-2-thia-6-azaspiro[3.4]octane 2,2-dioxide FC=1C(=NC=C(C1)C(F)(F)F)C1CCC(CC1)N1CC2(CS(C2)(=O)=O)CC1